ClC(C(=O)NC1=CC(=C(C=C1)C=1C(=C(NC1C)C(=O)N)C1=CC(=C(C=C1)C(NCC1CCC1)=O)OC)C)=C 4-(4-(2-Chloroacryloylamino)-2-methylphenyl)-3-(4-((cyclobutylmethyl)carbamoyl)-3-methoxyphenyl)-5-methyl-1H-pyrrole-2-carboxamide